2-(4-methoxyphenyl)imidazole COC1=CC=C(C=C1)C=1NC=CN1